C1(=CC=CC=C1)P(=O)(OC1=CC=C(C=C1)O)C1=CC=CC=C1 p-(diphenylphosphinyloxy)phenol